(R)-(2-(4-((R)-1-(2,3-dihydrobenzofuran-6-yl)ethyl)piperazin-1-yl)pyrimidin-5-yl)(imino)(methyl)-λ6-sulfanone O1CCC2=C1C=C(C=C2)[C@@H](C)N2CCN(CC2)C2=NC=C(C=N2)[S@](=O)(C)=N